1-((2S,3R,4R)-2-ethyl-3-methyl-6-(piperazin-1-yl)-4-(pyrimidin-2-ylamino)-3,4-dihydroquinolin-1(2H)-yl)ethanone C(C)[C@@H]1N(C2=CC=C(C=C2[C@@H]([C@H]1C)NC1=NC=CC=N1)N1CCNCC1)C(C)=O